CS(CC(=O)C1=C(C=CC=C1)OC)(=O)C 2-(dimethyl-(oxo)-lambda6-sulfanyl)-1-(2-methoxyphenyl)ethan-1-one